rel-2-(6-((4bR,8aR)-4b,7,7-trimethyl-2-(methylsulfinyl)-4b,7,8,8a-tetrahydropyrano[3',4':4,5]pyrrolo[2,3-d]pyrimidin-9(5H)-yl)pyridin-2-yl)propan-2-ol C[C@]12[C@H](N(C=3N=C(N=CC31)[S@](=O)C)C3=CC=CC(=N3)C(C)(C)O)CC(OC2)(C)C |o1:10|